[(3aR,4R,6aS)-4-[(6-bromo-3-pyridazinyl)amino]-3a-fluorohexahydrocyclopenta[c]pyrrol-2(1H)-yl][5-(2-fluoroethyl)-2-thienyl]methanone BrC1=CC=C(N=N1)N[C@@H]1CC[C@H]2CN(C[C@]21F)C(=O)C=2SC(=CC2)CCF